N=1NC=C2N=CNC(C21)=O 2,6-dihydro-7H-pyrazolo[4,3-d]pyrimidin-7-one